2-(3-(1-((1S,2S,3S,5S,6S)-2,6-difluoro-8-azabicyclo[3.2.1]octan-3-yl)vinyl)-1,2,4-triazin-6-yl)-5-(1H-imidazol-1-yl)phenol F[C@@H]1[C@@H]2C[C@@H]([C@H](C[C@H]1C(=C)C=1N=NC(=CN1)C1=C(C=C(C=C1)N1C=NC=C1)O)N2)F